FC1=CC(=C(C=C1C=1C=NC(=NC1)N1CCOCC1)NC(=O)C1=CNC(C=C1C(F)(F)F)=O)N1C[C@@H](CC1)N(S(=O)(=O)C)C |r| N-[4-fluoro-5-(2-morpholin-4-ylpyrimidin-5-yl)-2-[rac-(3R)-3-[methyl-(methylsulfonyl)amino]pyrrolidin-1-yl]phenyl]-6-oxo-4-(trifluoromethyl)-1H-pyridine-3-carboxamide